(R)-2-(tert-butyl)-N-(8-(4-((1-methyl-1H-pyrazol-3-yl)amino)-1,3,5-triazin-2-yl)-2-(2,2,2-trifluoroethyl)-2,3,4,5-tetrahydro-1H-benzo[c]azepin-5-yl)oxazole-4-carboxamide C(C)(C)(C)C=1OC=C(N1)C(=O)N[C@H]1C2=C(CN(CC1)CC(F)(F)F)C=C(C=C2)C2=NC=NC(=N2)NC2=NN(C=C2)C